N-(2-(2,6-dioxopiperidin-3-yl)-1-oxoisoindolin-5-yl)-5,6,7,8-tetrahydronaphthalene-1-carboxamide O=C1NC(CCC1N1C(C2=CC=C(C=C2C1)NC(=O)C1=CC=CC=2CCCCC12)=O)=O